Tert-butyl ((2S,4R)-1-acetyl-2-methyl-6-(1-tosyl-1H-pyrazol-3-yl)-1,2,3,4-tetrahydroquinolin-4-yl)carbamate C(C)(=O)N1[C@H](C[C@H](C2=CC(=CC=C12)C1=NN(C=C1)S(=O)(=O)C1=CC=C(C)C=C1)NC(OC(C)(C)C)=O)C